Benzyl (6R)-6-{[2-(1-methyl-1H-pyrazol-4-yl)pyrido[2,3-e][1,2,4]triazolo[1,5-c]pyrimidin-5-yl]amino}-5-oxo-1,4-diazepane-1-carboxylate CN1N=CC(=C1)C1=NN2C(=NC3=C(C2=N1)N=CC=C3)N[C@H]3C(NCCN(C3)C(=O)OCC3=CC=CC=C3)=O